N-[5-(2,6-difluoro-4-methoxyphenyl)-1-methyl-2-[6-(N-methylmethanesulfonamido)-3-(trifluoromethyl)pyridin-2-yl]-3-oxo-2,3-dihydro-1H-pyrazol-4-yl]-4-(difluoromethoxy)benzamide FC1=C(C(=CC(=C1)OC)F)C1=C(C(N(N1C)C1=NC(=CC=C1C(F)(F)F)N(S(=O)(=O)C)C)=O)NC(C1=CC=C(C=C1)OC(F)F)=O